C(C)(C)(C)OC(=O)N1C[C@H](C[C@@H](C1)F)NC=1C2=C(N=CN1)C(=CC(=N2)C2=CC=C(C=C2)OCC2(CCCC2)O)C(N)=O (3s,5s)-3-[(8-carbamoyl-6-{4-[(1-hydroxycyclopentyl)methoxy]phenyl}pyrido[3,2-d]pyrimidin-4-yl)amino]-5-fluoropiperidine-1-carboxylic acid tert-butyl ester